(R)-N-((R)-3-(1,3-Dioxan-2-yl)-1-(5-fluoro-2-methoxypyridin-3-yl)propyl)-2-methylpropane-2-sulfinamide O1C(OCCC1)CC[C@H](C=1C(=NC=C(C1)F)OC)N[S@](=O)C(C)(C)C